N1(CCNCC1)C(=O)C1=CC=C(C=C1)C=1C=C2CC(NC2=CC1)=O 5-(4-(piperazine-1-carbonyl)phenyl)indolin-2-one